C1(CC1)C1SC2=CN([C@@H](COC2=N1)C)C1CC2(CN(C2)S(=O)(=O)C2=C(C=CC=C2)F)C1 (6R)-2-cyclopropyl-7-[2-(2-fluorophenyl)sulfonyl-2-azaspiro[3.3]heptan-6-yl]-6-methyl-5,6-dihydrothiazolo[5,4-f][1,4]oxazepine